4-[2,2,2-trifluoro-1-(oxan-4-yl)ethoxy]pyrazolo[1,5-a]pyridine-3-carbonitrile FC(C(OC=1C=2N(C=CC1)N=CC2C#N)C2CCOCC2)(F)F